2-(5-Fluoropyridin-3-yl)-6-methyl-N-[(3S)-2-oxo-5-phenyl-1,3-dihydro-1,4-benzodiazepin-3-yl]imidazo[1,2-b]pyridazine-3-carboxamide FC=1C=C(C=NC1)C=1N=C2N(N=C(C=C2)C)C1C(=O)N[C@@H]1C(NC2=C(C(=N1)C1=CC=CC=C1)C=CC=C2)=O